NC1=NC(=NC(=N1)NC1=CC(=CC=C1)Br)C(=O)N(C1=CC=CC=C1)C 4-Amino-6-((3-bromophenyl)amino)-N-methyl-N-phenyl-1,3,5-triazine-2-carboxamide